O=C1C=CC(=NN1CC(=O)NC1(CCC1)C1=CC=CC=C1)C1=CC=CC=C1 2-(6-oxo-3-phenylpyridazin-1(6H)-yl)-N-(1-phenylcyclobutyl)acetamide